4-[3-chloro-4-(trifluoromethyl)anilino]-N-methyl-3-(1-methylimidazol-4-yl)benzenesulfonamide ClC=1C=C(NC2=C(C=C(C=C2)S(=O)(=O)NC)C=2N=CN(C2)C)C=CC1C(F)(F)F